3-((4-methoxyphenyl)sulfonyl)-N-(4-methylpiperazin-1-yl)-6-(methylsulfonyl)quinolin-4-amine COC1=CC=C(C=C1)S(=O)(=O)C=1C=NC2=CC=C(C=C2C1NN1CCN(CC1)C)S(=O)(=O)C